trifluororhodium mesylate S(C)(=O)(=O)O.F[Rh](F)F